bis-diethylaminobenzophenone C(C)N(CC)C=1C(=C(C(=O)C2=CC=CC=C2)C=CC1)N(CC)CC